C1(CC1)C1=CN=C(C(=N1)C(=O)[O-])NC1=C(C(=CC=C1)C=1CCOCC1C)OCC(F)(F)F 6-cyclopropyl-3-((3-(5-methyl-3,6-dihydro-2H-pyran-4-yl)-2-(2,2,2-trifluoroethoxy)phenyl)amino)pyrazine-2-carboxylate